C(#N)C(CCC(=O)O)(C)SC(C1=CC=CC=C1)=S 4-cyano-4-(thiobenzoyl-thio)-pentanoic acid